2-((1,1-dioxido-1,2-thiazinan-2-yl)methyl)-4-methylquinuclidin-3-one O=S1(N(CCCC1)CC1N2CCC(C1=O)(CC2)C)=O